P(O)(O)O.P(O)(O)O.C(C)(C)(C)C1=C(C=CC(=C1)C(C)(C)C)C1=CC=C(C=C1)C1=CC=CC=C1 (2,4-di-tert-butylphenyl-4,4'-biphenyl) bisphosphite